3-(3-((1S,2R,3S)-2-Ethyl-3-(1-methyl-1H-pyrazol-4-yl)cyclopropan-1-carboxamido)-7-fluoroisochinolin-6-yl)-4-methylpyridin-1-oxid C(C)[C@H]1[C@@H]([C@H]1C=1C=NN(C1)C)C(=O)NC=1N=CC2=CC(=C(C=C2C1)C=1C=[N+](C=CC1C)[O-])F